OC1=CC=C(C=C1)/C(=C(\CC)/C1=CC=CC=C1)/C1=CC=C(OCCN2CCN(CC2)C(=O)N2CCC(CC2)CN2CCN(CC2)C=2C=C3CN(C(C3=CC2)=O)C2C(NC(CC2)=O)=O)C=C1 (Z)-3-(5-(4-((1-(4-(2-(4-(1-(4-hydroxyphenyl)-2-phenylbut-1-en-1-yl)phenoxy)ethyl)piperazine-1-carbonyl)piperidin-4-yl)methyl)piperazin-1-yl)-1-oxoisoindolin-2-yl)piperidine-2,6-dione